Potassium nonadecane CCCCCCCCCCCCCCCCCCC.[K]